N1C2(CCC1)OC1=C(C2)C=CC=C1 spiro[benzofuran-2,2'-pyrrolidine]